N-tert-Butoxycarbonyl-2-amino-4-(dimethoxymethyl)-imidazole C(C)(C)(C)OC(=O)N1C(=NC(=C1)C(OC)OC)N